(R or S)-3-((3-(ethoxymethyl)-3-(4-fluorophenethyl)pyrrolidin-1-yl)methyl)-picolinonitrile C(C)OC[C@]1(CN(CC1)CC=1C(=NC=CC1)C#N)CCC1=CC=C(C=C1)F |o1:4|